COC1=C(C=CC(=C1)/C=C/C(=O)OC[C@@H]2[C@H]([C@@H]([C@H]([C@@H](O2)O[C@@H]3[C@H]([C@@H]([C@H](O[C@H]3C4=C(C5=C(C=C4O)OC(=CC5=O)C6=CC(=C(C=C6)O)OC)O)CO)O)O)O)O)O)O The molecule is a flavone C-glycoside consisting of isoscoparin having a 6-(E)-feruloylglucosyl residue attached at position 2''. It has a role as a plant metabolite. It is a flavone C-glycoside, a polyphenol, a monomethoxyflavone and a trihydroxyflavone. It derives from an isoscoparin.